FC=1C(=CC(=NC1)OC)C1=CC(=NN1)C(=O)N1CCC(CC1)C(=O)NC(C)C=1C=C2C(=CN(C2=CC1)CC1=CC=C(C=C1)OC)C [5-(5-fluoro-2-methoxypyridin-4-yl)-1H-pyrazole-3-carbonyl]-N-(1-[1-[(4-methoxyphenyl)methyl]-3-methylindol-5-yl]ethyl)piperidine-4-carboxamide